ClC1=CC=C(C(=N1)C(=O)O)N[C@H](C)C1=C2N=C(C(=NC2=CC(=C1)C)C#N)N1CC2CCC(C1)C2(F)F 6-chloro-3-(((1R)-1-(2-cyano-3-(8,8-difluoro-3-azabicyclo[3.2.1]octan-3-yl)-7-methylquinoxalin-5-yl)ethyl)amino)picolinic acid